4-bromo-2-cyclopropoxy-1-nitrobenzene BrC1=CC(=C(C=C1)[N+](=O)[O-])OC1CC1